N-(2-(2-(2H-tetrazol-5-yl)phenyl)-6-(benzyl(propyl)amino)pyridin-4-yl)-2-(pyridin-3-yl)acetamide N=1NN=NC1C1=C(C=CC=C1)C1=NC(=CC(=C1)NC(CC=1C=NC=CC1)=O)N(CCC)CC1=CC=CC=C1